5-methyl-2-hydroxy-1,3-dioxane CC1COC(OC1)O